(S)-7-((1R,3s,5S,6S)-6-(1-isopropyl-3-(6-(trifluoromethyl)pyridin-2-yl)-1H-pyrazol-5-yl)bicyclo[3.1.0]hexan-3-yl)-2-thia-7-azaspiro[4.5]decane 2,2-dioxide C(C)(C)N1N=C(C=C1C1[C@H]2CC(C[C@@H]12)N1C[C@@]2(CCS(C2)(=O)=O)CCC1)C1=NC(=CC=C1)C(F)(F)F